(3R)-3-amino-5-[(4-chlorophenyl)methyl]-8-fluoro-7-[2-[(3S)-1-methylpyrrolidin-3-yl]tetrazol-5-yl]-1,1-dioxo-2,3-dihydro-1lambda6,5-benzothiazepin-4-one N[C@H]1CS(C2=C(N(C1=O)CC1=CC=C(C=C1)Cl)C=C(C(=C2)F)C=2N=NN(N2)[C@@H]2CN(CC2)C)(=O)=O